1-(2-methoxy-1,1-dimethyl-ethyl)-cyclopentyl methacrylate C(C(=C)C)(=O)OC1(CCCC1)C(COC)(C)C